C(C)(C)(C)OC(=O)N1CC2(C1)CC(C2)N2N=CC(=C2C2=C(C=CC(=C2)C)F)C(F)(F)F tert-butyl-6-(5-(2-fluoro-5-methylphenyl)-4-(trifluoromethyl)-1H-pyrazol-1-yl)-2-azaspiro[3.3]heptane-2-carboxylate